C(C1=CC=CC=C1)OC([C@H](C(C)C)N(C(=O)N1[C@@H](CN(C[C@H]1C)C(=O)OC(C)(C)C)C)C)=O tert-butyl (3R,5R)-4-(((S)-1-(benzyloxy)-3-methyl-1-oxobutan-2-yl)(methyl)carbamoyl)-3,5-dimethylpiperazine-1-carboxylate